C(C)(=O)NC=1C=C(C(=O)N2C[C@@H](N(CC2)C(=O)OCC2=CC=CC=C2)CC(C)C)C=C(C1)F Benzyl (S)-4-(3-acetamido-5-fluorobenzoyl)-2-isobutylpiperazine-1-carboxylate